(R)-6-(1-(4-fluorophenyl)ethyl)-5-((2-(pyrrolidin-1-yl)ethyl)amino)pyrazine-2-carboxamide FC1=CC=C(C=C1)[C@@H](C)C1=C(N=CC(=N1)C(=O)N)NCCN1CCCC1